NCC(CN1N=CN(C1=O)C1=NC=C(C=C1C)C1=CC(=CC=C1)C1=NNC=N1)=C(F)F 2-[2-(aminomethyl)-3,3-difluoro-allyl]-4-[3-methyl-5-[3-(1H-1,2,4-triazol-3-yl)phenyl]-2-pyridyl]-1,2,4-triazol-3-one